4-chloro-1-[((5s,7s)-3-{[4-(3-cyclopentyl-1,2,4-oxadiazol-5-yl)tetrahydro-2H-pyran-4-yl]methyl}-2-oxo-1-oxa-3-azaspiro[4.5]decan-7-yl)methyl]-1H-benzimidazole-6-carbonitrile ClC1=CC(=CC=2N(C=NC21)C[C@@H]2C[C@]1(CN(C(O1)=O)CC1(CCOCC1)C1=NC(=NO1)C1CCCC1)CCC2)C#N